6-((3-hydroxyazetidin-1-yl)methyl)-2-iminooctanoic acid OC1CN(C1)CC(CCCC(C(=O)O)=N)CC